COC1=C(C=C(C=C1)O)C=1C=NC=C(C1)C=1N=NN(N1)COCC[Si](C)(C)C 4-methoxy-3-(5-(2-((2-(trimethylsilyl)ethoxy)methyl)-2H-tetrazol-5-yl)pyridin-3-yl)phenol